5-chloro-N-(1-cyanocyclopropyl)-6-fluoro-1-iodoimidazo[1,5-a]pyridine-7-sulfonamide ClC1=C(C(=CC=2N1C=NC2I)S(=O)(=O)NC2(CC2)C#N)F